Cl.ClC=1C=C2C=C(N=CC2=C(N1)Cl)N 6,8-dichloro-2,7-naphthyridin-3-amine hydrochloride